β-mercaptopropylmethyldibutoxysilane SC(C[Si](OCCCC)(OCCCC)C)C